2-(Pyrrolidin-1-yl)ethyl (5-(2-fluoro-5-((4-oxo-3,4-dihydrophthalazin-1-yl)methyl)phenyl)-1H-benzoimidazol-2-yl)carbamate FC1=C(C=C(C=C1)CC1=NNC(C2=CC=CC=C12)=O)C1=CC2=C(NC(=N2)NC(OCCN2CCCC2)=O)C=C1